(S)-3-{[(R)-1-(naphthalen-1-yl)ethyl]amino}pyrrolidine-1-carboxylic acid tert-butyl ester C(C)(C)(C)OC(=O)N1C[C@H](CC1)N[C@H](C)C1=CC=CC2=CC=CC=C12